4-(1-(4-chloro-3-fluorophenyl)-3-isobutyl-1H-indazole-5-carbonyl)-3,3-dimethylpiperazin-2-one ClC1=C(C=C(C=C1)N1N=C(C2=CC(=CC=C12)C(=O)N1C(C(NCC1)=O)(C)C)CC(C)C)F